2-((6-aminopyrimidin-4-yl)amino)benzonitrile NC1=CC(=NC=N1)NC1=C(C#N)C=CC=C1